CC=1NC=2N(C(C1C=1C=C3C=CC(=NC3=CC1)C(=O)O)=O)N=C(C2C2=CC=CC=C2)C2=CC=CC=C2 6-(5-methyl-7-oxo-2,3-diphenyl-4,7-dihydropyrazolo[1,5-a]pyrimidin-6-yl)quinoline-2-carboxylic acid